lead-silicon-aluminum [Al].[Si].[Pb]